C(C)(C)(C)C1=CC=C(C=C1)OP(OC1=CC=C(C=C1)C(C)(C)C)OP(O)O.COC1=CC=C(C=C1)S(=O)(=O)N1C2=C(SCC1)C(=CN=C2)C=2C=C(C=CC2)C#N 3-(4-((4-methoxyphenyl)sulfonyl)-3,4-dihydro-2H-pyrido[4,3-b][1,4]thiazin-8-yl)benzeneNitrile di(4-tert-butylphenyl)diphosphite